tert-butyl 2-(piperidin-4-yl)acetate N1CCC(CC1)CC(=O)OC(C)(C)C